C(C)N(C1=NC=CC2=CC=CC=C12)C1=CC=CC=C1 N-ethyl-N-phenylisoquinolin-1-amine